ClC1=C(C(=C(C2=C(C(=C(C(=C12)[2H])[2H])[2H])[2H])[2H])C1=C(C(=C2C(OC3=C2C(=C(C(=C3[2H])[2H])[2H])[2H])=C1[2H])[2H])[2H])[2H] 3-(4-chloronaphthalen-2-yl-1,3,5,6,7,8-d6)dibenzo[b,d]furan-1,2,4,6,7,8,9-d7